C(C)OC1=CC=C(C(=N1)F)C=1CCCC2=C(C1C1=CC=C(C=C1)O[C@@H]1CN(CC1)CCCF)C=CC(=C2)C(=O)N (S)-8-(6-ethoxy-2-fluoropyridin-3-yl)-9-(4-((1-(3-fluoropropyl)pyrrolidin-3-yl)oxy)phenyl)-6,7-dihydro-5H-benzo[7]annulene-3-carboxamide